4-(3-methyloxetan-3-yl)aniline CC1(COC1)C1=CC=C(N)C=C1